2-chloro-5-(methoxy-d3)benzo[d]oxazole ClC=1OC2=C(N1)C=C(C=C2)OC([2H])([2H])[2H]